COC(=O)OC1=CC=C(C=C1)C(C(=O)O)C 2-(4-(methyloxycarbonyloxy)phenyl)propanoic acid